N-(3-((2-((4-methyl-2-(4-methylpiperazin-1-yl)oxazol-5-yl)amino)-5-(trifluoromethyl)pyrimidin-4-yl)amino)propyl)oxetane-3-carboxamide CC=1N=C(OC1NC1=NC=C(C(=N1)NCCCNC(=O)C1COC1)C(F)(F)F)N1CCN(CC1)C